OC1=CC=C(C(=O)O)C=C1.C(C)[Na] ethyl-(sodium) p-hydroxybenzoate